C(C)(C)(C)N1N=C(C=C1)S(=O)(=O)N 1-(Tert-butyl)-1H-pyrazole-3-sulfonamide